3-(1-(Piperidin-4-yl)-1H-indol-4-yl)piperidine-2,6-dione N1CCC(CC1)N1C=CC2=C(C=CC=C12)C1C(NC(CC1)=O)=O